tert-butyl 3-(carbamoylmethyl)piperazine-1-carboxylate C(N)(=O)CC1CN(CCN1)C(=O)OC(C)(C)C